OXAtert-butyl 4-(5-fluoro-3-methoxycarbonyl-2-pyridyl)piperazine-1-carboxylate FC=1C=C(C(=NC1)N1CCN(CC1)C(=O)OC(O)(C)C)C(=O)OC